C(C)C1=C(C=C(C(=O)OC)C=C1)S(NC1=C(C=CC(=C1)C(F)(F)F)C=1SC(=CC1)F)(=O)=O methyl 4-ethyl-3-(N-(2-(5-fluorothiophen-2-yl)-5-(trifluoromethyl)phenyl)sulfamoyl)-benzoate